5-chloro-2-[4-(hydroxymethyl)-6-[(2S)-2-(hydroxymethyl)morpholin-4-yl]pyridazin-3-yl]-3-methyl-phenol ClC=1C=C(C(=C(C1)O)C=1N=NC(=CC1CO)N1C[C@H](OCC1)CO)C